dioxido(dioxo)osmium [O-][Os](=O)(=O)[O-]